C[Si](OCC)(OCC)CN1CCOCC1 N-(methyldiethoxysilylmethyl)morpholine